COCC[Hg]Cl 2-methoxyethyl-mercury chloride